NC1=CC(=C2N3CCC[C@H]3CCCCC(C3=NN=C(C1=N2)O3)(O)C(F)(F)F)C(F)(F)F (11R)-19-amino-6,17-bis(trifluoromethyl)-21-oxa-3,4,15,20-tetraazatetracyclo[14.3.1.12,5.011,15]henicosa-1(20),2,4,16,18-pentaen-6-ol